C(C=C)(=O)[O-].C(C)[N+](CCO)(CC)CC triethyl-(2-hydroxyethyl)ammonium acrylate